FC1=C(C=C(C=2NC(=NC21)C2=CC=CC=C2)OCCN(C)C)C2=C(C=CC=C2)[N+](=O)[O-] 2-(4-fluoro-5-(2-nitrophenyl)-2-phenyl-1H-benzo[d]imidazol-7-yloxy)-N,N-dimethylethylamine